estra-1,3,5(10)-triene-3,16a,17B-triol C[C@@]12C([C@@H](C[C@H]1[C@@H]1CCC=3C=C(C=CC3[C@H]1CC2)O)O)O